methyl 3-(1,4-dimethyl-1H-benzo[d][1,2,3]triazol-5-yl)-3-(3-(((R)-2-ethyl-7-fluoro-2,3-dihydronaphtho[2,3-f][1,4]oxazepin-4(5H)-yl)methyl)-4-methylphenyl)-2,2-dimethylpropanoate CN1N=NC2=C1C=CC(=C2C)C(C(C(=O)OC)(C)C)C2=CC(=C(C=C2)C)CN2C[C@H](OC1=C(C2)C=C2C(=CC=CC2=C1)F)CC